1,1'-ethylenebis-biguanide sodium 4-amino-3-chloro-5-fluoro-6-(7-fluoro-1H-indole-6-yl)pyridine-2-carboxylate NC1=C(C(=NC(=C1F)C1=CC=C2C=CNC2=C1F)C(=O)[O-])Cl.[Na+].C(CNC(=N)NC(=N)N)NC(=N)NC(=N)N